N-(4-(5-chloro-7-(cyclopentylamino)-1H-indol-2-yl)phenyl)methanesulfonamide ClC=1C=C2C=C(NC2=C(C1)NC1CCCC1)C1=CC=C(C=C1)NS(=O)(=O)C